NC1=NC=CC=C1C1=NC=2C(=NC(=CC2)C2=CC=CC=C2)N1C1=CC=C(CN2CCC(CC2)NC=2C=CC(=NC2)C#N)C=C1 5-((1-(4-(2-(2-aminopyridin-3-yl)-5-phenyl-3H-imidazo[4,5-b]pyridin-3-yl)benzyl)piperidin-4-yl)amino)picolinonitrile